tert-butyl 4-(6-(quinolin-3-yl)pyrimidin-4-yl)piperazine-1-carboxylate N1=CC(=CC2=CC=CC=C12)C1=CC(=NC=N1)N1CCN(CC1)C(=O)OC(C)(C)C